N1-(3-(1H-benzo[d]imidazol-2-yl)phenyl)-4-(pyridazin-3-yl)benzene-1,3-diamine N1C(=NC2=C1C=CC=C2)C=2C=C(C=CC2)NC2=CC(=C(C=C2)C=2N=NC=CC2)N